manganous carbonate C([O-])([O-])=O.[Mn+2]